(S)-4-((2-(3,5-difluorophenoxy)ethyl)(4-(5,6,7,8-tetrahydro-1,8-naphthyridin-2-yl)butyl)amino)-2-((2-phenylpyrimidin-4-yl)amino)butanoic acid FC=1C=C(OCCN(CC[C@@H](C(=O)O)NC2=NC(=NC=C2)C2=CC=CC=C2)CCCCC2=NC=3NCCCC3C=C2)C=C(C1)F